ClC1=C(C)C=C(C=C1C(C)(C)C)C(C)(C)C 2-chloro-3,5-di-tert-butyltoluene